ClC=1C=C(C(=C(C1)C1CC1)I)[N+](=O)[O-] 5-chloro-1-cyclopropyl-2-iodo-3-nitrobenzene